1-amino-N-(3-(1-((5-(5-(difluoromethyl)-1,3,4-oxadiazol-2-yl)pyridin-2-yl)methyl)-1H-1,2,3-triazol-4-yl)phenyl)cyclobutane-1-carboxamide NC1(CCC1)C(=O)NC1=CC(=CC=C1)C=1N=NN(C1)CC1=NC=C(C=C1)C=1OC(=NN1)C(F)F